FC(C1=C(C=CC=C1[N+](=O)[O-])C1=NC=C(C=C1)C1OCCCO1)F [2-(difluoromethyl)-3-nitrophenyl]-5-(1,3-dioxan-2-yl)pyridine